2-(2-(6-oxaspiro[4.5]decan-9-yl)pyridin-3-yl)-N-((3-methoxythiophen-2-yl)methyl)ethylamine C1CCCC12OCCC(C2)C2=NC=CC=C2CCNCC=2SC=CC2OC